BrC1=C(CN2N=C3C(CN(CC3)CC3=CC(=CC(=C3)F)F)C2=O)C=CC(=C1)Cl 2-(2-Bromo-4-chlorobenzyl)-5-(3,5-difluorobenzyl)-2,3a,4,5,6,7-hexahydro-3H-pyrazolo[4,3-c]pyridin-3-one